(1E)-2,2-difluoropropanal oxime FC(/C=N/O)(C)F